ClC1=NC=CC=2C=3C(C4(NC12)CCC4)=NN(N3)C 6'-chloro-2'-methyl-2',5'-dihydrospiro[cyclobutane-1,4'-[1,2,3]triazolo[4,5-c][1,7]naphthyridine]